Tert-butyl (4-((2S)-2-((tetrahydro-2H-pyran-2-yl)oxy)propoxy)butyl)carbamate O1C(CCCC1)O[C@H](COCCCCNC(OC(C)(C)C)=O)C